N-((1R,2R,4S)-7-cyano-7-azabicyclo[2.2.1]heptan-2-yl)-2-(2,5-dichlorobenzyl)cyclopropanecarboxamide C(#N)N1[C@H]2[C@@H](C[C@@H]1CC2)NC(=O)C2C(C2)CC2=C(C=CC(=C2)Cl)Cl